1-((3S,5R)-1-acryloyl-5-(methoxymethyl)pyrrolidin-3-yl)-3-((1-cyclopropyl-7-methoxy-1H-benzo[d]imidazol-5-yl)ethynyl)-5-(methylamino)-1H-pyrazole-4-carboxamide C(C=C)(=O)N1C[C@H](C[C@@H]1COC)N1N=C(C(=C1NC)C(=O)N)C#CC1=CC2=C(N(C=N2)C2CC2)C(=C1)OC